CC=1C=CC(=NC1O[C@@H]1CNCC1)NC1=CC2=C(C=N1)SC(=N2)C2=CC=NN2C 5-Methyl-N-[2-(1-methyl-1H-pyrazol-5-yl)-[1,3]thiazolo[5,4-c]pyridin-6-yl]-6-[(3S)-pyrrolidin-3-yloxy]pyridin-2-amine